manganese-iron-calcium-magnesium [Mg].[Ca].[Fe].[Mn]